2-((1-(3,6-Dimethyl-2-(4-(6-methylnicotinoyl)piperazin-1-yl)-4-oxo-3,4-dihydro-quinazolin-8-yl)ethyl)amino)benzoic acid CN1C(=NC2=C(C=C(C=C2C1=O)C)C(C)NC1=C(C(=O)O)C=CC=C1)N1CCN(CC1)C(C1=CN=C(C=C1)C)=O